C(C)OC(=O)C1=NN(C(=C1I)C)CC1=CC=C(C=C1)OC 4-iodo-1-(4-methoxybenzyl)-5-methyl-1H-pyrazole-3-carboxylic acid ethyl ester